C(C)(C)(C)OC(N[C@H](C(=O)N(C)C1=C(C=CC(=C1)Br)F)COC(C)(C)C)=O (S)-(1-((5-bromo-2-fluorophenyl)(methyl)amino)-3-(tert-butoxy)-1-oxoprop-2-yl)carbamic acid tert-butyl ester